FC1(CCN(CCC1)C=1C(=NC2=CC=CC=C2N1)C(=O)NC=1C=[N+](C=CC1)[O-])F 3-(3-(4,4-difluoroazepan-1-yl)quinoxaline-2-carboxamido)pyridine-1-oxide